4-methylisothiazolin-3-one CC1C(NSC1)=O